C(C)OC=1C2=CC=CC=C2C=2C=CC=CC2C1OCC 9,10-diethoxyphenanthrene